ClC=1C(=CC(=C(CN[C@@H](CO)C(=O)O)C1)OCC=1C=NC=CC1)OCC1=C(C(=CC=C1)C1=C2CCN(C2=CC=C1)CCCN1CC(CC1)(C(=O)OC)O)C N-(5-chloro-2-((pyridine-3-yl)methoxy)-4-(3-(1-(3-(3-hydroxy-3-methoxyformylpyrrolidin-1-yl)propyl)indoline-4-yl)-2-Methylbenzyloxy)benzyl)-L-serine